1-phenyl-5-(trifluoromethyl)-1H-pyrazole-4-carbonyl chloride C1(=CC=CC=C1)N1N=CC(=C1C(F)(F)F)C(=O)Cl